NC=1C=C(C=CC1)[C@@H]1N(CCCC1)C(=O)OC(C)(C)C tert-butyl (R)-2-(3-aminophenyl)piperidine-1-carboxylate